BrC=1C=C2C(C(NC2=CC1)=O)(CC(C=1C=NC2=CC=CC=C2C1)=O)O 5-bromo-3-hydroxy-3-(2-oxo-2-(quinolin-3-yl)ethyl)indol-2-one